(4-[3-chloro-4-(N'-cyclopropylureido)phenoxy])-7-methoxyquinoline-6-carboxamide ClC=1C=C(OC2=CC=NC3=CC(=C(C=C23)C(=O)N)OC)C=CC1NC(=O)NC1CC1